S1C(=NC2=C1C=CC=C2)S(=O)(=O)CC(CCC(=O)O)C 5-(BENZO[D]THIAZOL-2-YLSULFONYL)-4-METHYLPENTANOIC ACID